NCCN1CC2=CC(=CC=C2C2(CCN(CC2)[C@@H]2CC[C@@H](CC2)C(C)C)C1=O)Br 2-(2-amino-ethyl)-7-bromo-1'-(cis-4-isopropyl-cyclohexyl)-1,2-dihydro-3H-spiro[isoquinoline-4,4'-piperidin]-3-one